[4-[5-[(1R)-1-aminoethyl]-2,3-dimethoxy-phenyl]pyrazol-1-yl]-N-methyl-acetamide dihydrochloride Cl.Cl.N[C@H](C)C=1C=C(C(=C(C1)C=1C=NN(C1)CC(=O)NC)OC)OC